ClC=1C=C(C=C(C1)C#N)C=1SC(=CN1)C(=O)O 2-(3-chloro-5-cyano-phenyl)thiazole-5-carboxylic acid